FC1=CC2=C(C=CS2)C(=C1)N1CCN(CC1)CCC1=CC=C2C=CC(N(C2=C1)COC(C)C)=O 7-(2-(4-(6-fluorobenzothiophen-4-yl)piperazin-1-yl)ethyl)-1-(isopropoxymethyl)quinolin-2(1H)-one